N-(1-methyl-3-(((3S,4R)-4-methyltetrahydrofuran-3-yl)oxy)-1H-pyrazol-4-yl)formamide CN1N=C(C(=C1)NC=O)O[C@@H]1COC[C@H]1C